COC(=O)C1=CC2=C(NC1=O)CCOC2 2-oxo-1,5,7,8-tetrahydro-2H-pyrano[4,3-b]pyridine-3-carboxylic acid methyl ester